tertiary-butyl 4-hydroxy-6-oxo-2-(6-(trifluoromethyl)pyridin-3-yl)-2,3-dihydropyridazine-1(6H)-carboxylate OC=1CN(N(C(C1)=O)C(=O)OC(C)(C)C)C=1C=NC(=CC1)C(F)(F)F